C(C)(C)(C)OC(=O)N[C@@H](C(=O)OC)C1=C(C=C(C=C1)OCC(CCC)C)F methyl (2R)-2-((tert-butoxycarbonyl)amino)-2-(2-fluoro-4-((2-methylpentyl)oxy) phenyl)acetate